N,N'-diethylformamidine C(C)NC=NCC